C(C)(C)(C)OC(=O)NC1=C2C=C(NC2=C(C(=C1)Cl)Cl)CNC(OC(C)(C)C)=O tert-butyl N-[[4-(tert-butoxycarbonylamino)-6,7-dichloro-1H-indol-2-yl]methyl]carbamate